methyl (S)-(+)-3-hydroxyisobutyrate C[C@@H](CO)C(=O)OC